tert-butyl (3S)-4-[5-(2-fluorophenyl)-7-(4-methylbenzenesulfonyl)-7H-pyrrolo[2,3-d]pyrimidin-4-yl]-3-methylpiperazine-1-carboxylate FC1=C(C=CC=C1)C1=CN(C=2N=CN=C(C21)N2[C@H](CN(CC2)C(=O)OC(C)(C)C)C)S(=O)(=O)C2=CC=C(C=C2)C